N-(5-(3'-Methyl-2'-oxo-2',3'-dihydrospiro[cyclopropane-1,1'-pyrrolo[2,3-c]quinolin]-8'-yl)-2-(3-(piperidin-1-yl)propoxy)pyridin-3-yl)benzenesulfonamide CN1C(C2(C3=C1C=NC=1C=CC(=CC31)C=3C=C(C(=NC3)OCCCN3CCCCC3)NS(=O)(=O)C3=CC=CC=C3)CC2)=O